C(C)(C)(C)C=1C=C(N)C=CC1 m-tertiary butyl-aniline